C(C)(C)(C)OC(=O)N([C@@H](CC(C)C)C(=O)N1[C@H](CN(CC1)S(=O)(=O)C=1C=NC=C(C1)OC)C(=O)O)C (R)-1-(N-(tert-Butoxycarbonyl)-N-methyl-L-leucyl)-4-((5-methoxypyridin-3-yl)sulfonyl)piperazine-2-carboxylic acid